Cl.FC=1C=C(C=CC1)[C@H](CN[C@H]1CC[C@H](CC1)NS(=O)(=O)C)O N-((cis)-4-(((R)-2-(3-Fluorophenyl)-2-hydroxyethyl)amino)cyclohexyl)-methanesulfonamide hydrochloride